N-(2-amino-4,5-dichlorophenyl)-2-((4-methoxybenzyl)(6-(4-methylpiperazin-1-yl)-3-(trifluoromethyl)imidazo[1,2-b]pyridazin-8-yl)amino)acetamide NC1=C(C=C(C(=C1)Cl)Cl)NC(CN(C=1C=2N(N=C(C1)N1CCN(CC1)C)C(=CN2)C(F)(F)F)CC2=CC=C(C=C2)OC)=O